sodium 2-methyl-2-(pyridin-2-yl)-3-[(triisopropylsilyl)oxy]propanoate CC(C(=O)[O-])(CO[Si](C(C)C)(C(C)C)C(C)C)C1=NC=CC=C1.[Na+]